O=C1NC(CCC1OC=1C=C(C(=C(C1)C#CCNC(C1=NC=C(C=C1)C=1N=CC2=C(C=CC=C2C1)C1=CC2=C(N(C(N2C)=O)C)C(=C1)C(C)C)=O)F)F)=O N-(3-(5-((2,6-Dioxopiperidin-3-yl)oxy)-2,3-difluorophenyl)prop-2-yn-1-yl)-5-(8-(7-isopropyl-1,3-dimethyl-2-oxo-2,3-dihydro-1H-benzo[d]imidazol-5-yl)isoquinolin-3-yl)picolinamide